ClC=1C=CC2=C(CN(CC=3N2C(=NN3)C3CCC(CC3)OC3=NC=CC=C3)C)C1 8-chloro-5-methyl-1-[4-(2-pyridyloxy)cyclohexyl]-4,6-dihydro[1,2,4]triazolo[4,3-a][1,4]benzodiazepine